C(C)(C)(C)OC(=O)N1C(CC(CC1)=O)C(=O)O 1-(tert-butoxycarbonyl)-4-oxopiperidine-2-carboxylic acid